3H-1,2,3-triazolo[4,5-b]pyridine-6-carboxylic acid N1=NNC2=NC=C(C=C21)C(=O)O